ClC1=CC=C(C=C1)C=1OC2=C(C3=C(N1)C=CC1=CC(=CC=C13)OC)C=CC=C2 6-(4-chlorophenyl)-11-methoxybenzo[f]naphtho[2,1-d][1,3]oxazepine